chloro-2-((4-chloro-2-fluorophenoxy)methyl)pyrimidine ClC1=NC(=NC=C1)COC1=C(C=C(C=C1)Cl)F